C(C1=CC=CC=C1)OC1=CC=C2C(C(OCC2=C1)CCC1=C(C=CC=C1)Br)=O 7-(benzyloxy)-3-(2-bromophenethyl)isochroman-4-one